N1N=CC=C1NC(=S)NC(OCC)=O Ethyl [(1H-pyrazol-5-yl)carbamothioyl]carbamate